CC(CCC)(C)C (S)-4,4-dimethylpentan